N,N-bis(2-ethylhexyl)-2-oxo-cyclopentanecarboxamidate C(C)C(CN(C(=O)C1C(CCC1)=O)CC(CCCC)CC)CCCC